(3-(methoxy(methyl)carbamoyl)bicyclo[1.1.1]pent-1-yl)carbamic acid tert-butyl ester C(C)(C)(C)OC(NC12CC(C1)(C2)C(N(C)OC)=O)=O